(2-chloroethyl)(3-chloropropyl)amine ClCCNCCCCl